O=C1N(CC2=C3C(=CC=C12)C1(CCN(CC1)S(=O)(=O)C=C)CO3)[C@@H]3C(NC(CC3)=O)=O (S)-3-(6-oxo-1'-(vinylsulfonyl)-6,8-dihydro-2H,7H-spiro[furo[2,3-e]isoindole-3,4'-piperidin]-7-yl)piperidine-2,6-dione